tert-butyl (S)-4-(7-bromo-2,6,8-trifluoroquinazolin-4-yl)-3-methylpiperazine-1-carboxylate BrC1=C(C=C2C(=NC(=NC2=C1F)F)N1[C@H](CN(CC1)C(=O)OC(C)(C)C)C)F